2,2-bis[4-(2-hydroxy-3-methacryloylpropoxy)-phenyl]Propane OC(COC1=CC=C(C=C1)C(C)(C)C1=CC=C(C=C1)OCC(CC(C(=C)C)=O)O)CC(C(=C)C)=O